2-(3-(2'-fluoro-[1,1'-biphenyl]-3-yl)-5-hydroxy-4-(4-sulfamoylbenzyl)-1H-pyrazol-1-yl)thiazole-4-carboxylic acid FC1=C(C=CC=C1)C1=CC(=CC=C1)C1=NN(C(=C1CC1=CC=C(C=C1)S(N)(=O)=O)O)C=1SC=C(N1)C(=O)O